FC1=C(C=CC(=C1)C(=O)OC)N1CCN(CC1)C(=O)OC(C)(C)C tert-butyl 4-(2-fluoro-4-(methoxy carbonyl)phenyl)piperazine-1-carboxylate